3-((4-(2-azidopropan-2-yl)-6-chloro-2,7-naphthyridin-1-yl)oxy)-N,N-dimethylazetidine-1-carboxamide N(=[N+]=[N-])C(C)(C)C1=CN=C(C2=CN=C(C=C12)Cl)OC1CN(C1)C(=O)N(C)C